tris(N-3-methylphenyl-N-phenyl-amino)-triphenylamine CC=1C=C(C=CC1)N(C1=CC=CC=C1)C1=C(C(=C(C=C1)N(C1=CC=CC=C1)C1=CC=CC=C1)N(C1=CC(=CC=C1)C)C1=CC=CC=C1)N(C1=CC(=CC=C1)C)C1=CC=CC=C1